9-(4-(4-chloro-1-methyl-1H-imidazol-2-yl)benzyl)-2-(3-fluoro-2-(prop-1-en-2-yl)phenyl)-6,7-dimethyl-7,9-dihydro-8H-purin-8-imine ClC=1N=C(N(C1)C)C1=CC=C(CN2C3=NC(=NC(=C3N(C2=N)C)C)C2=C(C(=CC=C2)F)C(=C)C)C=C1